[Si](C1=CC=CC=C1)(C1=CC=CC=C1)(C(C)(C)C)OCC(CNC(OC(C)(C)C)=O)C[C@H](CNC(=O)C=1NC2=CC=C(C=C2C1C1=CC=CC=C1)F)NC(OC(C)(C)C)=O di-tert-butyl ((4R)-2-(((tert-butyldiphenylsilyl)oxy)methyl)-5-(5-fluoro-3-phenyl-1H-indole-2-carboxamido)pentane-1,4-diyl)dicarbamate